((1R)-1-(5-benzyl-3-(3-(isoquinolin-1-yl)phenyl)-4,5-dihydroisoxazole-5-carboxamido)-3-Methylbutyl)boronic acid C(C1=CC=CC=C1)C1(CC(=NO1)C1=CC(=CC=C1)C1=NC=CC2=CC=CC=C12)C(=O)N[C@@H](CC(C)C)B(O)O